(3R,5S)-1-(((9H-fluoren-9-yl)methoxy)carbonyl)-3-amino-5-(tert-butoxycarbonyl)pyrrolidine-3-carboxylic acid C1=CC=CC=2C3=CC=CC=C3C(C12)COC(=O)N1C[C@](C[C@H]1C(=O)OC(C)(C)C)(C(=O)O)N